C(C)C1(N(CC(C1)C1=CC=CC=C1)S(=O)(=O)C1=CC=C(C=C1)[N+](=O)[O-])CC 2,2-diethyl-4-phenyl-1-p-nitrobenzenesulfonylpyrrolidine